ClC1=CC(=C(C=N1)C=1C=NC(=CC1)OCC)N1C[C@H](CCC1)O (S)-1-(6-chloro-6'-ethoxy-[3,3'-bipyridin]-4-yl)piperidin-3-ol